hydroxymethylvinylbenzene OCC=CC1=CC=CC=C1